methyl (1R,5R)-3-(2-(chloromethyl) allyl)-2-azabicyclo[3.1.0]hexane-3-carboxylate ClCC(CC1(N[C@@H]2C[C@@H]2C1)C(=O)OC)=C